C1(=CC(=CC=C1)CCCCCCCCCCCCCCCCCCC(=O)N)CCCCCCCCCCCCCCCCCCC(=O)N [1,3-phenylenebis(methylene)]bis(stearamide)